N-(4-(2-aminothiazolo[5,4-b]pyridin-5-yl)phenyl)methanesulfonamide NC=1SC2=NC(=CC=C2N1)C1=CC=C(C=C1)NS(=O)(=O)C